(5'S)-2-bromo-5-oxo-4,5-dihydro-7H-spiro[pyrazolo[1,5-a]pyrimidine-6,3'-pyrrolidine]-5'-carboxamide BrC1=NN2C(NC(C3(CN[C@@H](C3)C(=O)N)C2)=O)=C1